4-(4-fluoro-3-methylphenyl)-5-(1H-indazol-5-yl)thiazol-2-amine FC1=C(C=C(C=C1)C=1N=C(SC1C=1C=C2C=NNC2=CC1)N)C